C(C1=CC=CC=C1)(=O)NC(=O)[C@@H]1CC12CCN(CC2)C(=O)OC(C(F)(F)F)C(F)(F)F 1,1,1,3,3,3-hexafluoropropan-2-yl (R)-1-(benzoylcarbamoyl)-6-azaspiro[2.5]octane-6-carboxylate